C(C1=CC=CC=C1)NC(C1=C(N=CC(=C1)Cl)OC)=O N-benzyl-5-chloro-2-methoxynicotinamide